N-(nitrilomethyl)-N-(1-(nitrilomethyl)-5-(methoxymethyl)-1H-1,2,4-triazol-3-yl)-4-(5-(3,5-dichlorophenyl)-5-(trifluoromethyl)-4,5-dihydroisoxazol-3-yl)-2-methylbenzamide N#CN(C(C1=C(C=C(C=C1)C1=NOC(C1)(C(F)(F)F)C1=CC(=CC(=C1)Cl)Cl)C)=O)C1=NN(C(=N1)COC)C#N